C[C@@H]1CC[C@H](CN1C(=O)C1=C(C=CC=C1)N1N=CC=N1)OC1=NC=CC(=C1)C(=O)O 2-{[(3R,6R)-6-methyl-1-{[2-(2H-1,2,3-triazol-2-yl)phenyl]carbonyl}piperidin-3-yl]oxy}pyridine-4-carboxylic acid